1'-(4-((5-bromo-4-((5-(dimethylphosphoryl)-2-ethylquinolin-6-yl)amino)pyrimidin-2-yl)amino)-2-ethyl-5-methoxyphenyl)-[1,4'-bipiperidin]-4-one BrC=1C(=NC(=NC1)NC1=CC(=C(C=C1OC)N1CCC(CC1)N1CCC(CC1)=O)CC)NC=1C(=C2C=CC(=NC2=CC1)CC)P(=O)(C)C